(3R)-3-amino-7-(5-tert-butyl-1,3,4-oxadiazol-2-yl)-5-[(4-ethyloxazol-2-yl)methyl]-8-fluoro-1,1-dioxo-2,3-dihydro-1λ6,5-benzothiazepin-4-one N[C@H]1CS(C2=C(N(C1=O)CC=1OC=C(N1)CC)C=C(C(=C2)F)C=2OC(=NN2)C(C)(C)C)(=O)=O